(2-(cyclohexylmethoxy)-4,6-dihydroxyphenyl)(4-((tetrahydrofuran-3-yl)amino)isoindolin-2-yl)methanone C1(CCCCC1)COC1=C(C(=CC(=C1)O)O)C(=O)N1CC2=CC=CC(=C2C1)NC1COCC1